O=C1NCC(N1)C(=O)N 2-OXOIMIDAZOLIDIN-4-CARBOXAMIDE